CC1(O[C@H](CNC1)C(=O)N1CCN(CC1)C1=CC=C(C=N1)C#N)C 6-[4-[(2R)-6,6-Dimethylmorpholine-2-carbonyl]piperazin-1-yl]pyridine-3-carbonitrile